(rac)-2'-[6-amino-5-(2-methylphenyl)pyridin-3-yl]-N-ethyl-5',6'-dihydrospiro[pyrrolidine-3,4'-pyrrolo[1,2-b]pyrazole]-1-carboxamide NC1=C(C=C(C=N1)C=1C=C2N(N1)CC[C@]21CN(CC1)C(=O)NCC)C1=C(C=CC=C1)C |r|